ClC1=CC(=C2C(=N1)C=C(S2)C(=O)NC2CC2)N2CCOCC2 5-chloro-N-cyclopropyl-7-morpholinothieno[3,2-b]pyridine-2-carboxamide